NCCC[Si](O)(O)O 3-AMINOPROPYLSILANETRIOL